1-{3-[3-methyl-1-(oxan-2-yl)-1H-pyrazol-5-yl]-5-[(3R)-3-methylmorpholin-4-yl]-[1,2]thiazolo[4,5-b]pyridin-7-yl}azetidin-3-ol CC1=NN(C(=C1)C1=NSC=2C1=NC(=CC2N2CC(C2)O)N2[C@@H](COCC2)C)C2OCCCC2